thiazole-pyridinylammonium salt N1=C(C=CC=C1)[NH3+].S1C=NC=C1